C(\C=C\C(=O)O)(=O)O.C(C)N(C(C1=C(C=CC(=C1)F)OC1=C(N=CN=N1)N1CC2(CN(C2)C(C(C)C)CC(CN(C)CCOC)(C)O)CC1)=O)C(C)C N-ethyl-5-fluoro-2-((5-(2-(5-hydroxy-6-((2-methoxyethyl)(methyl)amino)-2,5-dimethylhex-3-yl)-2,6-diazaspiro[3.4]oct-6-yl)-1,2,4-triazin-6-yl)oxy)-N-isopropylbenzamide fumarate